N1C(=NC2=C1C=CC=C2)C(N2C(C1=CC(=CC=C1C2)C2=CC=C(C=C2)OCCN(C)C)=O)C2=C(C=CC(=C2)F)O 2-[1H-Benzimidazol-2-Yl-(5-Fluoro-2-Hydroxy-Phenyl)Methyl]-6-[4-[2-(Dimethyl-Amino)Ethoxy]Phenyl]Isoindolin-1-One